(1S,3S)-3-((6-(5-(((Butyl(methyl)carbamoyl)oxy)methyl)-1-methyl-1H-pyrazol-4-yl)-2-methylpyridin-3-yl)oxy)cyclohexan C(CCC)N(C(=O)OCC1=C(C=NN1C)C1=CC=C(C(=N1)C)OC1CCCCC1)C